N,N-bis[2-hydroxy-3-(3-(tris(trimethylsilyloxy)silyl)propyloxy)propyl]-2-methylacrylamide OC(CN(C(C(=C)C)=O)CC(COCCC[Si](O[Si](C)(C)C)(O[Si](C)(C)C)O[Si](C)(C)C)O)COCCC[Si](O[Si](C)(C)C)(O[Si](C)(C)C)O[Si](C)(C)C